N=1C=CN2C1C=CC(=C2)C2=CNC=1N=C(N=CC12)NC1CC(C1)(C)C(=O)N1CCCC1 ((1s,3s)-3-((5-(imidazo[1,2-a]pyridin-6-yl)-7H-pyrrolo[2,3-d]pyrimidin-2-yl)amino)-1-methylcyclobutyl)(pyrrolidin-1-yl)methanone